CC(C[NH+](C)C)OC(=O)C(=C)C.[Cl-] 2-(methacryloyloxyethyl)trimethylammonium chloride